L-glutamic acid gamma-benzyl ester C1=CC=C(C=C1)COC(=O)CC[C@@H](C(=O)O)N